(S)-4-{2-[4-(2-ethoxy-2-oxoethyl)thiazol-2-ylamino]-2-(2-phenylthiazol-4-yl)ethyl}phenylaminosulfonic acid C(C)OC(CC=1N=C(SC1)N[C@@H](CC1=CC=C(C=C1)NS(=O)(=O)O)C=1N=C(SC1)C1=CC=CC=C1)=O